(R)-N-(1-(azetidin-3-yl)ethyl)-5-(4-(trifluoromethyl)phenyl)-2-naphthamide N1CC(C1)[C@@H](C)NC(=O)C1=CC2=CC=CC(=C2C=C1)C1=CC=C(C=C1)C(F)(F)F